FC=1C(=CC=2C3=C(NC(C2C1)=O)COCC3N(C(=O)C3=CC=1C(=NC=C(C1)F)N3)C)F N-(8,9-difluoro-6-oxo-1,4,5,6-tetrahydro-2H-pyrano[3,4-c]isoquinolin-1-yl)-5-fluoro-N-methyl-1H-pyrrolo[2,3-b]pyridine-2-carboxamide